CC=1C=2N(C=C(N1)C)N=C(C2)C=2N=C1N(C(C2)=O)C=C(C=C1C)N1C[C@H](N(CC1)CCOCCO)C 2-(4,6-dimethylpyrazolo[1,5-a]pyrazin-2-yl)-7-{(3R)-4-[2-(2-hydroxyethoxy)ethyl]-3-methylpiperazin-1-yl}-9-methyl-4H-pyrido[1,2-a]pyrimidin-4-one